2,5-dioxopyrrolidin-1-yl 3-(4-hydroxyphenoxy)benzoate OC1=CC=C(OC=2C=C(C(=O)ON3C(CCC3=O)=O)C=CC2)C=C1